NC=1C(=NC(=C(N1)N1N=CC=C1)C1=CC(=NC(=C1)C)C)C(=O)NCC1=C(C=CC=C1)OC 3-amino-6-(2,6-dimethylpyridin-4-yl)-N-(2-methoxybenzyl)-5-(1H-pyrazol-1-yl)pyrazine-2-carboxamide